tert-octylimino-tris(pyrrolidinyl)phosphorane C(C)(C)(CC(C)(C)C)N=P(N1CCCC1)(N1CCCC1)N1CCCC1